3,5-difluoro-4-nitrobenzoic acid ethyl ester C(C)OC(C1=CC(=C(C(=C1)F)[N+](=O)[O-])F)=O